CN1N=CCCC1=O 1-methyl-6-oxo-1,4,5,6-tetrahydropyridazine